5-fluoro-(4,4,5,5-tetramethyl-1,3,2-dioxaborolan-2-yl)-1H-indole FC=1C=C2C=CN(C2=CC1)B1OC(C(O1)(C)C)(C)C